4-Chloro-6-(2-isopropylphenyl)pyrimidin-2-amine ClC1=NC(=NC(=C1)C1=C(C=CC=C1)C(C)C)N